N1(CCOCC1)C(=O)C1=NN2C(CN(CCCC2)C(=O)OC(C)(C)C)=C1 tert-butyl 2-(morpholine-4-carbonyl)-6,7,8,9-tetrahydropyrazolo[1,5-a][1,4]diazocine-5(4H)-carboxylate